N1-[3-(benzyloxy)propyl]-N1-methylethane-1,2-diamine C(C1=CC=CC=C1)OCCCN(CCN)C